ClC1=CC(=CC2=C1N=C(S2)NC2CC1(CC(C1)OC1=C(C(=O)N)C=CC=N1)C2)Cl 2-(((2S,4s,6S)-6-((4,6-dichlorobenzo[d]thiazol-2-yl)amino)spiro[3.3]heptan-2-yl)oxy)nicotinamide